O1[C@@H](CC1)CN1C(=NC2=C1C=C(C=C2)C(=O)OC)CC2CCNCC2 (S)-methyl 1-(oxetan-2-ylmethyl)-2-(piperidin-4-ylmethyl)-1H-benzo[d]imidazole-6-carboxylate